(2-chloro-6-(3-fluorophenoxy)phenyl)tolylsulfide ClC1=C(C(=CC=C1)OC1=CC(=CC=C1)F)SC1=C(C=CC=C1)C